ClC1=NC=CC2=C1N=C(N=C2N2CCOCC2)C2=CC(=CC=C2)I 4-(8-chloro-2-(3-iodophenyl)pyrido[3,4-d]pyrimidin-4-yl)morpholine